(S,6S)-N'-(((S)-3-(difluoromethyl)-1,2,3,5,6,7-hexahydro-s-indacen-4-yl)carbamoyl)-6-(methylamino)-6,7-dihydro-5H-pyrazolo[5,1-b][1,3]oxazine-3-sulfonimidamide FC([C@H]1CCC2=CC=3CCCC3C(=C12)NC(=O)N=[S@@](=O)(N)C=1C=NN2C1OC[C@H](C2)NC)F